2-((1-(tert-butoxycarbonyl)piperidin-4-yl)(ethyl)amino)-4-methoxypyrimidine-5-carboxylic acid C(C)(C)(C)OC(=O)N1CCC(CC1)N(C1=NC=C(C(=N1)OC)C(=O)O)CC